FC(C1(CC1)C=1C=CC=2N(C1)C(=CN2)C2=CC=CC(=N2)NC2CC1(C2)CNCC1)(F)F N-(6-(6-(1-(trifluoro-methyl)cyclopropyl)-imidazo[1,2-a]pyridin-3-yl)pyridin-2-yl)-6-azaspiro[3.4]octan-2-amine